boron-calcium-boron [B].[Ca].[B]